O[C@@H]1CC[C@H](CC1)N1C(CNC=2C1=NC(=CN2)C=2C=NC(=CC2)C(C)(C)O)=O 1-((trans)-4-hydroxycyclohexyl)-7-(6-(2-hydroxypropan-2-yl)pyridin-3-yl)-3,4-dihydropyrazino[2,3-b]-pyrazin-2(1H)-one